CN1N=CC=C1C=1C=C2C=CN(C(C2=CC1)=O)CC=1C=C(C(=O)NCC2COC2)C=CC1 3-((6-(1-Methyl-1H-pyrazol-5-yl)-1-oxoisoquinolin-2(1H)-yl)methyl)-N-(oxetan-3-ylmethyl)benzamide